FC1(C(C1CO)C(=O)OC)F methyl 2,2-difluoro-3-(hydroxymethyl)cyclopropane-1-carboxylate